COC1=C(CNC2=NC=CC3=C(C=CC=C23)NCC23N(CC(C2)(C3)COC3=CC(N2CCCC2=C3)=O)C(=O)OC(C)(C)C)C=CC(=C1)OC tert-Butyl 1-(((1-((2,4-dimethoxybenzyl)amino)isoquinolin-5-yl)amino)methyl)-4-(((5-oxo-1,2,3,5-tetrahydroindolizin-7-yl)oxy)methyl)-2-azabicyclo[2.1.1]hexane-2-carboxylate